C(C)(C)(C)OC(=O)N1CCC2(C(CC(O2)C)=O)CC1.ClC1=C(C(=CC=C1)Cl)N(C)C1=NC=C(C=N1)C(=O)NCCCCCCS ((2,6-dichlorophenyl)(methyl)amino)-N-(6-mercaptohexyl)pyrimidine-5-carboxamide tert-butyl-2-methyl-4-oxo-1-oxa-8-azaspiro[4.5]decane-8-carboxylate